2-amino-N-(5-(5-chloro-2-methoxyphenyl)-1-(2-hydroxy-3-methylbutyl)-1H-pyrazol-4-yl)pyrazolo[1,5-a]pyrimidine-3-carboxamide NC1=NN2C(N=CC=C2)=C1C(=O)NC=1C=NN(C1C1=C(C=CC(=C1)Cl)OC)CC(C(C)C)O